Cl.CN1N=CC(=C1)C=1C=C(C=2N(C1)N=CC2C#N)C=2C=CC(=NC2)C=2CCNCC2 6-(1-methyl-1H-pyrazol-4-yl)-4-(1',2',3',6'-tetrahydro-[2,4'-bipyridin]-5-yl)pyrazolo[1,5-a]pyridine-3-carbonitrile hydrogen chloride